N,N'-1,6-hexanediylbis[3,5-bis(1,1-dimethylethyl)-4-hydroxyphenylpropanamide] C(CCCCCNC(C(C)C1=CC(=C(C(=C1)C(C)(C)C)O)C(C)(C)C)=O)NC(C(C)C1=CC(=C(C(=C1)C(C)(C)C)O)C(C)(C)C)=O